isononanediol diacrylate C(C=C)(=O)OC(CCCCCC(C)C)OC(C=C)=O